Tert-butyl 4-(6-aminopyridazin-3-yl)-3,6-dihydropyridine-1(2H)-carboxylate NC1=CC=C(N=N1)C=1CCN(CC1)C(=O)OC(C)(C)C